3,9-bis[1,1-dimethyl-2-[3-(3-tert-butyl-4-hydroxy-5-methylphenyl)propionyloxy]ethyl]-2,4,8,10-tetraoxaspiro[5.5]undecane CC(COC(CCC1=CC(=C(C(=C1)C)O)C(C)(C)C)=O)(C)C1OCC2(CO1)COC(OC2)C(COC(CCC2=CC(=C(C(=C2)C)O)C(C)(C)C)=O)(C)C